tert-Butyl N-[1-[2-[7-[(3-methyloxetan-3-yl)methoxy]imidazo[1,2-a]pyridin-3-yl]-8-quinolyl]-4-piperidyl]carbamate CC1(COC1)COC1=CC=2N(C=C1)C(=CN2)C2=NC1=C(C=CC=C1C=C2)N2CCC(CC2)NC(OC(C)(C)C)=O